Potassium Azelaoyl Diglycinate NCC(=O)OC(CCCCCCCC(=O)OC(CN)=O)=O.[K]